2-bromo-4-chlorobenzamide BrC1=C(C(=O)N)C=CC(=C1)Cl